(2-(2,4,5-trifluoro-3-methoxyphenyl)thiazol-5-yl)methanone FC1=C(C=C(C(=C1OC)F)F)C=1SC(=CN1)C=O